(2-(3'',5'-dichloro-4''-hydroxy-6''-methyl-2,2''-dicarbonyl-2H,2''H-[1,2':4',1''-terpyridin]-3-yl)propan-2-yl)acetamide ClC=1C(N(C(=CC1O)C)C1=CC(=NC=C1Cl)N1C(C(=CC=C1)C(C)(C)CC(=O)N)=C=O)=C=O